CN(CCNC1=NC(=NC2=CC=CC=C12)NC1=CC=C(C=C1)OC)C N4-(2-(dimethylamino)ethyl)-N2-(4-methoxyphenyl)quinazoline-2,4-diamine